4-(2-amino-3-methyl-7-(N-(1-methylcyclopropyl)sulfamoyl)quinolin-5-yl)-N,N-dimethylpiperazine-1-carboxamide NC1=NC2=CC(=CC(=C2C=C1C)N1CCN(CC1)C(=O)N(C)C)S(NC1(CC1)C)(=O)=O